OC1=C(C=CC(=C1)C(F)(F)F)C1=C(C=C(N=N1)N[C@H]1CN(CCC1)CCN1C[C@@H](CC1)O)C (R)-1-(2-((R)-3-((6-(2-Hydroxy-4-(trifluoromethyl)phenyl)-5-methylpyridazin-3-yl)amino)piperidin-1-yl)ethyl)pyrrolidin-3-ol